NC1=NN=C(S1)COC=1C=CC2=C(NC(O2)=O)C1 5-((5-amino-1,3,4-thiadiazol-2-yl)methoxy)benzo[d]oxazol-2(3H)-one